N-(8-(4,4-difluoropiperidin-1-yl)-1,7-naphthyridin-6-yl)-4-nitro-2-(6-azaspiro[2.5]octan-6-yl)benzamide FC1(CCN(CC1)C=1N=C(C=C2C=CC=NC12)NC(C1=C(C=C(C=C1)[N+](=O)[O-])N1CCC2(CC2)CC1)=O)F